C(#N)C=1C=CC(=C2C(CCC12)=O)C1=C2CN(CC2=CC=C1)C#N 4-(7-cyano-3-oxo-2,3-dihydro-1H-inden-4-yl)isoindoline-2-carbonitrile